COC1(C(=O)OCCCC1)OC dimethoxy-ε-caprolactone